Cl.FC1=C(C=CC=C1)C1=C(C(=NC=C1)C1NCCOC1)NC(=O)C=1C=NC(=NC1)C(C)C N-(4-(2-fluorophenyl)-2-(morpholin-3-yl)pyridin-3-yl)-2-isopropylpyrimidine-5-carboxamide hydrochloric acid salt